N1(C=NC=C1)CC=1C=C(C=C(C1OC)C1=CC=CC=C1)N1N=C(C(C1=O)C(=O)NC1=CC(=CC=C1)C(C)(F)F)C 1-(5-((1H-imidazol-1-yl)methyl)-6-methoxy-[1,1'-biphenyl]-3-yl)-N-(3-(1,1-difluoroethyl)phenyl)-3-methyl-5-oxo-4,5-dihydro-1H-pyrazole-4-carboxamide